S(=O)(=O)(O)Br sulfobromine